tert-butyl 4-((2R,5S)-5-(4-chlorobenzyl)-2-(hydroxymethyl)morpholino)piperidine-1-carboxylate ClC1=CC=C(C[C@@H]2N(C[C@@H](OC2)CO)C2CCN(CC2)C(=O)OC(C)(C)C)C=C1